1-ethyl-N-((1S)-(6-(((5R)-3-methyl-2-oxo-5-(trifluoromethyl)piperidin-3-yl)methyl)imidazo[1,2-b]pyridazin-2-yl)((1r,4S)-4-methylcyclohexyl)methyl)-1H-pyrazole-5-carboxamide C(C)N1N=CC=C1C(=O)N[C@@H](C1CCC(CC1)C)C=1N=C2N(N=C(C=C2)CC2(C(NC[C@@H](C2)C(F)(F)F)=O)C)C1